tert-butyl (12aR)-9-bromo-10-fluoro-8-[(trimethylsilyl) ethynyl]-3,4,12,12a-tetrahydro-6H-pyrazino[2,1-c][1,4]benzoxazepine-2(1H)-carboxylate BrC1=C(C2=C(CN3[C@@H](CO2)CN(CC3)C(=O)OC(C)(C)C)C=C1C#C[Si](C)(C)C)F